(R)-3-(5-chloro-6-(1-(5-chloropyridin-2-yl)ethoxy)-2-oxobenzo[d]oxazol-3(2H)-yl)propanic acid ClC=1C(=CC2=C(N(C(O2)=O)CCC(=O)O)C1)O[C@H](C)C1=NC=C(C=C1)Cl